C(CCCCCCCCCCCCCCCCC)NCCCCCCCCCCCCCCCCCC distearylamine